[Na+].[Na+].P(=O)(OP(=O)([O-])OP(=O)([O-])O)(OC[C@@H]1[C@H]([C@H]([C@@H](O1)N1C=NC=2C(N)=NC=NC12)O)O)OC=1C=NC=C(C1)N1CC2=CC=CC=C2C1 5-(isoindolin-2-yl)pyridine-3-ol ADENOSINE-5'-TRIPHOSPHATE DISODIUM SALT